N1=CNC(C2=C1CCNC2)=O 5,6,7,8-tetrahydropyrido[4,3-d]Pyrimidin-4(3H)-one